N1=C(C=CC=C1)C1=C(C=CC=C1)S(=O)(=O)N 2-pyridylbenzenesulfonamide